tert-butyl (2-methyl-7-(1,1,1-trifluoropropan-2-yl)thiazolo[5,4-b]pyridin-6-yl)carbamate CC=1SC2=NC=C(C(=C2N1)C(C(F)(F)F)C)NC(OC(C)(C)C)=O